tert-Butyl 3-[(7-fluoro-2-formyl-indan-5-yl)oxymethyl]pyrazole-1-carboxylate FC=1C=C(C=C2CC(CC12)C=O)OCC1=NN(C=C1)C(=O)OC(C)(C)C